5-methyl-N-(3-((quinoxalin-2-ylamino)methyl)phenyl)nicotinamide CC=1C=NC=C(C(=O)NC2=CC(=CC=C2)CNC2=NC3=CC=CC=C3N=C2)C1